O[C@@H]1C[C@@H](CCC1)NC1=NC(=NC=C1C(=O)N)NC1(CC1)C 4-((1R,3S)-3-hydroxycyclohexylamino)-2-(1-methylcyclopropylamino)-pyrimidine-5-carboxamide